(3,5-dichloro-1H-indazol-4-yl)-1-[(1S,3R)-3-(hydroxymethyl)-1-methyl-5-(1-methylpyrazol-4-yl)-3,4-dihydro-1H-isoquinolin-2-yl]ethanone ClC1=NNC2=CC=C(C(=C12)CC(=O)N1[C@H](C2=CC=CC(=C2C[C@@H]1CO)C=1C=NN(C1)C)C)Cl